CN1C=NC2=NC=NC(=C12)N 7-METHYLADENINE